CC1=C(C(=CC(=C1)B1OC(C(O1)(C)C)(C)C)C)N1CCN(CC1)C1CCOCC1 1-(2,6-dimethyl-4-(4,4,5,5-tetramethyl-1,3,2-dioxaborolan-2-yl)phenyl)-4-(tetrahydro-2H-pyran-4-yl)piperazine